2-methyl-4,5-diethylimidazole CC=1NC(=C(N1)CC)CC